CC1=CC=C(C=C1)CN1C(CCC1=O)CC(=O)NCC=1C=C2C=CC=NC2=CC1 2-[1-[(4-methylphenyl)methyl]-5-oxopyrrolidin-2-yl]-N-(quinolin-6-ylmethyl)acetamide